C1([C@H](O)[C@@H](O)[C@H](O)[C@H](O1)CO)OC1=C(C=CC(=C1)O)CC#N 2-(D-Glucosyloxy)-4-hydroxyphenylacetonitrile